2-Chloro-N-(2,4-dimethoxybenzyl)-4,6-difluoro-N-(pyrimidin-4-yl)benzenesulfonamide ClC1=C(C(=CC(=C1)F)F)S(=O)(=O)N(C1=NC=NC=C1)CC1=C(C=C(C=C1)OC)OC